2-(5-chloro-6-oxo-pyridazin-1-yl)-N-[4-methyl-3-[2-(2-pyridyl)ethylsulfamoyl]phenyl]acetamide ClC1=CC=NN(C1=O)CC(=O)NC1=CC(=C(C=C1)C)S(NCCC1=NC=CC=C1)(=O)=O